N-(3,4-methylenedioxybenzyl)3,7-dimethyl-2,6-octadienamide C1OC=2C=C(CNC(C=C(CCC=C(C)C)C)=O)C=CC2O1